Benzyl (6R)-6-amino-5-oxo-1,4-diazepane-1-carboxylate hydrochloride Cl.N[C@H]1C(NCCN(C1)C(=O)OCC1=CC=CC=C1)=O